N-(3-(dimethylamino)propyl)-4-(8-hydroxyquinolin-6-yl)cyclohex-3-ene-1-carboxamide CN(CCCNC(=O)C1CC=C(CC1)C=1C=C2C=CC=NC2=C(C1)O)C